tert-butyl ((5-((4-(vinylsulfonyl)phenyl)sulfonyl)thiophen-2-yl)methyl)carbamate C(=C)S(=O)(=O)C1=CC=C(C=C1)S(=O)(=O)C1=CC=C(S1)CNC(OC(C)(C)C)=O